C(C1=CC=CC=C1)OC(=O)N[C@@H](COCCNC(OC(C)(C)C)=O)CNC(=O)C=1NC2=CC=CC=C2C1C1=CC=CC=C1 tert-butyl (R)-(2-(2-(((benzyloxy)carbonyl)amino)-3-(3-phenyl-1H-indole-2-carboxamido)propoxy)ethyl)carbamate